FC1=C2C3=C(NC2=C(C=C1F)NC)N=CC(=C3N3CCC1N(CCCC13)C)C=1C=C3C(C(=CN(C3=NC1)NC)C(=O)O)=O 6-[5,6-difluoro-4-(4-methyl-3,3a,5,6,7,7a-hexahydro-2H-pyrrolo[3,2-b]pyridin-1-yl)-8-(methylamino)-9H-pyrido[2,3-b]indol-3-yl]-1-(methylamino)-4-oxo-1,8-naphthyridine-3-carboxylic acid